CC(C)N1N=C(C=C1)CN 1-[1-(propan-2-yl)-1H-pyrazol-3-yl]Methylamine